tert-butyl (R)-(2-aminopropyl)carbamate N[C@@H](CNC(OC(C)(C)C)=O)C